Ethyl 3-oxaspiro[bicyclo[3.1.0]hexane-2,1'-cyclopentane]-6-carboxylate C12(CCCC1)C1C(C1CO2)C(=O)OCC